6,8-dihydroxy-9-isobutyl-2,2,4,4-tetramethyl-4,9-dihydro-1H-xanthene-1,3(2H)-dione OC=1C=C2OC=3C(C(C(C(C3C(C2=C(C1)O)CC(C)C)=O)(C)C)=O)(C)C